ClC=1C=CC(=C(C1)N1CON(CO1)C(C(=O)NC=1C=C2CNC(C2=CC1)=O)CC1=CC=CC=C1)N1N=NN=C1 2-(4-(5-chloro-2-(1H-tetrazol-1-yl)phenyl)-2,5-dioxapiperazin-1-yl)-N-(1-oxoisoindolin-5-yl)-3-phenylpropionamide